(3,3,4-trimethyl-1,1-dioxido-2,3-dihydro-1-benzothiophen-5-yl)methanone CC1(CS(C2=C1C(=C(C=C2)C=O)C)(=O)=O)C